ClC1=NC(=C(C(=C1C#N)CC)C#N)N1CCC(CC1)(C)NCC(F)F 2-chloro-6-(4-((2,2-difluoroethyl)amino)-4-methylpiperidin-1-yl)-4-ethylpyridine-3,5-dicarbonitrile